N1N=CC(=C1)C1=CC2=C(NC(N2)=O)C=C1 5-(1H-pyrazol-4-yl)-1,3-dihydro-2H-benzo[d]imidazol-2-one